CC1=C(C=CC(=C1)C)S(=O)(=O)C=1N=NN2C1NC(C1=CC=C(C=C21)N2CC(N(CC2)C)(C)C)=O 3-(2,4-dimethylbenzenesulfonyl)-8-(3,3,4-trimethylpiperazin-1-yl)-4H,5H-[1,2,3]triazolo[1,5-a]quinazolin-5-one